OC1=CC=C(CNC(C(=O)N)CCC2=CC=CC=C2)C=C1 2-((4-hydroxybenzyl)amino)-4-phenylbutanamide